BrCCN 2-Bromoethane-1-amine